3-vinylcyclobutanone C(=C)C1CC(C1)=O